CN1C=2C=CC=CC2CC2=CC=CC=C12 10-methyl-acridine